FC1=CC=C(C=C1)C1=NN(C(C1)C1=C(C(=NO1)C)[N+](=O)[O-])C1=C(C=C(C=C1C)C)C 5-(3-(4-fluorophenyl)-1-mesityl-4,5-dihydro-1H-pyrazol-5-yl)-3-methyl-4-nitroisoxazole